C1(=CC=CC=C1)P(C1=C(C2=CC=CC=C2C=C1)C1=C(C=CC2=CC=CC=C12)P(C1=CC=CC=C1)C1=CC=CC=C1)C1=CC=CC=C1 (+-)-2,2'-bis(diphenylphosphino)1,1'-binaphthyl